3-methyl-1-(methylsulfonyl)piperidin-4-one CC1CN(CCC1=O)S(=O)(=O)C